ClC=1C=CC(=C(C1)O)C1=C(N=C(N=N1)NC1CN(CCC1)CC)C 5-chloro-2-[3-[(1-ethyl-3-piperidinyl)amino]-5-methyl-1,2,4-triazin-6-yl]phenol